[Hf].N1=C(C=CC=C1C1(C(C2=C(S1)C(CCC2(C)C)(C)C)C)C2=C(C(=CC(=C2)C)C2=CC=CC=C2)O)C2=C(C=CC=C2)C=2C(=C(C=C(C2)C)C2=C(C1=C(S2)C(CCC1(C)C)(C)C)C)O [2',2'-(pyridine-2,6-diyl)bis(5-methyl-3-(3,4,4,7,7-pentamethyl-4,5,6,7-tetrahydrobenzo[b]thiophen-2-yl)-[1,1'-biphenyl]-2-ol)] hafnium